C1=CC=CC=2C3=CC=CC=C3N(C12)C1=C(C(=C(C=C1)C1=C(C=CC=C1)C)C)N1C2=CC=CC=C2C=2C=CC=CC12 bis(carbazol-9-yl)-2,2'-dimethylbiphenyl